(rac)-1-(2-(4-isopropylphenyl)-10-methyl-2,4,5,5a,6,8,9,10-octahydro-1,2,5,7,10-pentaazacycloocta[cd]inden-7(3H)-yl)prop-2-en-1-one C(C)(C)C1=CC=C(C=C1)N1N=C2C=3[C@@H](NCCC13)CN(CCN2C)C(C=C)=O |r|